O[C@H]1[C@@H](OC(C([C@H]1O)OC)(C)C)OC=1C=CC(=C(C1O)C1=CC(=CC=C1)F)CCNC(C)=O |&1:2| N-(2-(5-(((3R,4S,SR)-3,4-dihydroxy-5-methoxy-6,6-dimethyltetrahydro-2H-pyran-2-yl)oxy)-3'-fluoro-6-hydroxy-[1,1'-biphenyl]-2-yl)ethyl)acetamide